O=C1N(CC=2C3=C(C=CC12)C=CC(=C3)C3=NC=CC=C3)CC3(OC3)C(=O)N 2-{[3-oxo-8-(pyridin-2-yl)-1H,2H,3H-benzo[e]isoindol-2-yl]methyl}oxirane-2-carboxamide